4-(2-((2-chloroethyl)(4-(trifluoromethyl)phenyl)amino)-1-hydroxy-ethyl)-N-(4-(ethanesulfonyl)benzyl)benzamide ClCCN(CC(O)C1=CC=C(C(=O)NCC2=CC=C(C=C2)S(=O)(=O)CC)C=C1)C1=CC=C(C=C1)C(F)(F)F